((1R,5S,6r)-3-(3-(3-chloro-2-(1H-pyrazol-1-yl)pyridin-4-yl)-1H-pyrazolo[3,4-b]pyrazin-6-yl)-6-(4-methylthiazol-2-yl)-3-azabicyclo[3.1.0]hexan-6-yl)methanamine ClC=1C(=NC=CC1C1=NNC2=NC(=CN=C21)N2C[C@H]1C([C@H]1C2)(C=2SC=C(N2)C)CN)N2N=CC=C2